5-((1-(2-(4-(4-amino-3-(4-phenoxyphenyl)-1H-pyrazolo[3,4-d]pyrimidin-1-yl)piperidin-1-yl)ethyl)piperidin-4-yl)thio)-2-(2,6-dioxopiperidin-3-yl)isoindoline-1,3-dione NC1=C2C(=NC=N1)N(N=C2C2=CC=C(C=C2)OC2=CC=CC=C2)C2CCN(CC2)CCN2CCC(CC2)SC=2C=C1C(N(C(C1=CC2)=O)C2C(NC(CC2)=O)=O)=O